O1CCC(CC1)CN1CCOC2=C1C=CC(=C2)N 4-(tetrahydropyran-4-ylmethyl)-2,3-dihydro-1,4-benzoxazin-7-amine